CN1CCN(CC1)C1=CC=C(C=N1)CNC=1N=CC2=C(N1)NC=C2C2=CC=1N(C=C2)N=CC1C(=O)NC=1C=NC=CC1 5-(2-(((6-(4-methylpiperazin-1-yl)pyridin-3-yl)methyl)amino)-7H-pyrrolo[2,3-d]pyrimidin-5-yl)-N-(pyridin-3-yl)pyrazolo[1,5-a]pyridine-3-carboxamide